CC(C(=O)OC(=C)C(F)(F)F)(CN1N=C(C2=CC=C(C=C12)C)C1=CC=CC=C1)C 3,3,3-Trifluoroprop-1-en-2-yl 2,2-dimethyl-3-(6-methyl-3-phenyl-1H-indazol-1-yl)propanoate